methylenebis-cyclohexyl isocyanate C(C1(CCCCC1)N=C=O)C1(CCCCC1)N=C=O